C(#N)CN1N=CC(=C1)C=1C=C2N(N=CC=C2N2C([C@]([C@@H](C2)C)(C#N)C2CC2)=O)C1 (3R,4S)-1-[6-[1-(cyanomethyl)pyrazol-4-yl]pyrrolo[1,2-b]pyridazin-4-yl]-3-cyclopropyl-4-methyl-2-oxopyrrolidine-3-carbonitrile